CN1C[C@@H](CCC1)NC1=NN=C(C2=CC=CC=C12)C1=C(C=C(C=C1)N1N=NC=C1)O 2-(4-{[(3R)-1-methylpiperidin-3-yl]amino}phthalazin-1-yl)-5-(1H-1,2,3-triazol-1-yl)phenol